[Fe].[Fe](Cl)(Cl)Cl ferric trichloride iron